ClC=1C(=C(NC2=C(NC3=C2C(NCC3)=O)C3=C(C=NC=C3)O[C@H](C)[C@H]3CN(CCO3)C)C=CC1)OC 3-(3-chloro-2-methoxyanilino)-2-[3-({(1R)-1-[(2R)-4-methylmorpholin-2-yl]ethyl}oxy)pyridin-4-yl]-1,5,6,7-tetrahydro-4H-pyrrolo[3,2-c]pyridin-4-one